C1(CC1)C1=NNC(=C1)NC1=CC2=C(C(=NO2)NS(=O)(=O)C2=C(C=C(C=C2OC)C2=NC=CC(=N2)C(C)N(C)C)OC)C=C1OC N-{6-[(3-cyclopropyl-1H-pyrazol-5-yl)amino]-5-methoxy-1,2-benzoxazol-3-yl}-4-{4-[1-(dimethylamino)ethyl]pyrimidin-2-yl}-2,6-dimethoxybenzene-1-sulfonamide